5-(5-(2-methoxy-4-(3-morpholinylpropylamino)phenylamino)-1H-pyrazol-3-yl)thiophene-2-carboxamide COC1=C(C=CC(=C1)NCCCN1CCOCC1)NC1=CC(=NN1)C1=CC=C(S1)C(=O)N